C(C)NC=1C=C(C=CC1)C1=C2C=C(C(=CC2=CC2=C1C(OC2)=O)OC)OC 9-(3-(ethylamino)phenyl)-6,7-dimethoxynaphtho[2,3-c]furan-1(3H)-one